CC1=C(C(=CC=C1)C)N=C=O 2,6-dimethylphenylisocyanate